tert-butyl (S)-(1-(2-chloro-3-(3,5-difluorophenyl)-5-formylpyridin-4-yl)pyrrolidin-3-yl)carbamate ClC1=NC=C(C(=C1C1=CC(=CC(=C1)F)F)N1C[C@H](CC1)NC(OC(C)(C)C)=O)C=O